ClC1=C(C=CC(=C1)NCC(C)C)C=1C(=C(C(=O)N)C=CC1)O (2-chloro-4-(isobutylamino)phenyl)-2-hydroxybenzamide